ClC1=CC=C(C=C1)C(CC=C)N 1-(4-chlorophenyl)homoallylamine